COC(C(O)(OC)OC)CC(C)(C)C trimethoxytrimethyl-butanol